C(C)(C)(C)N=NC(C#N)(C)C 2-(t-butylazo)isobutyronitrile